2,2-dimethyl-N-pentyl-5-phenyl-4-(1-piperidinyl)piperidine-1-carboxamide CC1(N(CC(C(C1)N1CCCCC1)C1=CC=CC=C1)C(=O)NCCCCC)C